pentapropyleneglycol diacrylate C(C=C)(=O)OC(C)COC(C)COC(C)COC(C)COC(C)COC(C=C)=O